ClC1=C(C=CC(=C1)Cl)CNC1=NN2C(NC(=CC2=O)C(F)(F)F)=N1 2-[(2,4-dichlorophenyl)methyl-amino]-5-(trifluoromethyl)-4H-[1,2,4]triazolo[1,5-a]-pyrimidin-7-one